O.[Al].[Mg] magnesium-aluminum water